OC[C@H]1N(CCC1)C1=NC=CC(=N1)NC(=O)NC1=CC(=CC=C1)N1CCN(CC1)C (S)-1-(2-(2-(hydroxymethyl)pyrrolidin-1-yl)pyrimidin-4-yl)-3-(3-(4-methylpiperazin-1-yl)phenyl)urea